CNC(C1=C(C=CC=C1)SC1=CC=C2C(=NN(C2=C1)C([C@@H](NC(=O)OC(C)(C)C)CC1=CC=CC=C1)=O)\C=C\C1=NC=CC=C1)=O N-methyl-2-((1-(N-(t-butoxycarbonyl)-L-phenylalanyl)-3-((1E)-2-(2-pyridinyl)ethenyl)-1H-indazol-6-yl)thio)benzamide